N1(C=CC=C1)C1=CC=C(C=C1)NC1=NC=C2N=C(N(C2=N1)[C@@H]1CN(CC1)C(C=C)=O)NC1=CC=CC=C1 (S)-2-(4-(1-pyrrolyl)phenylamino)-8-phenylamino-9-(N-acryloyl-3-pyrrolidinyl)-9H-purine